2-(trifluoromethyl)benzeneboronic acid FC(C1=C(C=CC=C1)B(O)O)(F)F